CC(=O)OCC1C(C(C(C(O1)OC2C(C(C(C(O2)COC(=O)C)OC(=O)C)OC(=O)C)OC(=O)C)OC(=O)C)OC(=O)C)OC(=O)C Trehalose Octaacetate